(R)-2-(N-[4-Amino-5-(pyridin-4-carbonyl)thiazol-2-yl]-3-chloro-4-fluoroanilino)propanamid NC=1N=C(SC1C(=O)C1=CC=NC=C1)N(C1=CC(=C(C=C1)F)Cl)[C@@H](C(=O)N)C